8-chloro-2-((2,4-dichlorophenyl)amino)-3-(3-methylbutanoyl)-5-nitroquinolin-4(1H)-one ClC=1C=CC(=C2C(C(=C(NC12)NC1=C(C=C(C=C1)Cl)Cl)C(CC(C)C)=O)=O)[N+](=O)[O-]